CC(C)C1=CC=C(C=C1)CNC(=O)N1[C@H](CCC1)C(=O)NC1=CC=C(C=N1)C=1C=C(C(=O)O)C=CC1 3-(6-{[1-({[4-(propan-2-yl)phenyl]methyl}carbamoyl)-D-prolyl]amino}pyridin-3-yl)benzoic acid